bis(benzo[H]quinolinolate) iridium (III) [Ir+3].N1=C(C=CC2=CC=C3C(=C12)C=CC=C3)[O-].N3=C(C=CC1=CC=C2C(=C31)C=CC=C2)[O-]